Methyl [(2R,4R)-4-{(cyclopropanesulfonyl) [(4-methoxyphenyl)methyl]amino}-3,3-difluoropyrrolidin-2-yl]acetate hydrochloride Cl.C1(CC1)S(=O)(=O)N([C@H]1C([C@H](NC1)CC(=O)OC)(F)F)CC1=CC=C(C=C1)OC